ClC=1C(=NC=C(C1)F)NCC1=NC=CC(=N1)O[C@@H]1C[C@@H](N(CC1)C(=O)OC(C)(C)C)C tert-Butyl (2S,4S)-4-((2-(((3-chloro-5-fluoropyridin-2-yl)amino)methyl)pyrimidin-4-yl)oxy)-2-methylpiperidine-1-carboxylate